tert-Butyl 3-(bis(tert-butoxycarbonyl)amino)-6-[4-[(5-chloro-2-cyano-phenyl)sulfonylamino]phenyl]pyrazolo[3,4-d]pyrimidine-1-carboxylate C(C)(C)(C)OC(=O)N(C1=NN(C2=NC(=NC=C21)C2=CC=C(C=C2)NS(=O)(=O)C2=C(C=CC(=C2)Cl)C#N)C(=O)OC(C)(C)C)C(=O)OC(C)(C)C